((R)-3-hydroxypyrrolidin-1-yl)methanone O[C@H]1CN(CC1)C=O